(2R,3R,4R,5S)-4-[[3-(4-fluoro-2-hydroxy-phenyl)-4,5-dimethyl-5-(trifluoromethyl)tetrahydrofuran-2-carbonyl]amino]pyridine-2-carboxamide FC1=CC(=C(C=C1)[C@@H]1[C@@H](O[C@@]([C@@H]1C)(C(F)(F)F)C)C(=O)NC1=CC(=NC=C1)C(=O)N)O